3-(4-(difluoromethoxy)phenoxy)-N-(3-(N,S-dimethylsulfonimidoyl)phenyl)-6-(trifluoromethyl)pyridazine-4-carboxamide FC(OC1=CC=C(OC=2N=NC(=CC2C(=O)NC2=CC(=CC=C2)S(=O)(=NC)C)C(F)(F)F)C=C1)F